3-aminopyrazolo[1,5-a]pyrimidin-7-ol NC=1C=NN2C1N=CC=C2O